2,2,2-Trifluoroethyl 2-((7-methyl pyrazolo[1,5-a]pyrimidine-3-carboxamido)methyl)benzofuran-7-carboxylate CC1=CC=NC=2N1N=CC2C(=O)NCC=2OC1=C(C2)C=CC=C1C(=O)OCC(F)(F)F